(E)-N-(4-((E)-3-(4-ethoxyphenyl)acrylamido)butyl)-2-methylbut-2-enamide C(C)OC1=CC=C(C=C1)/C=C/C(=O)NCCCCNC(\C(=C\C)\C)=O